C1(=CC=CC=C1)N(C1=CC=2N(C=3C=CC=C4NC=5C=C(C=CC5B(C34)C2C=C1)C1=CC=CC=C1)C1=CC=CC=C1)C1=CC=CC=C1 N,N,5,11-tetraphenyl-5,9-dihydro-5,9-diaza-13b-boranaphtho[3,2,1-de]anthracen-3-amine